3,6-dioxaoctanedicarboxylate C(COCCOCC)(C(=O)[O-])C(=O)[O-]